oxopropyl carbonate C(OCCC=O)([O-])=O